4-[trans-4'-(trans-4''-pentylcyclohexyl)cyclohexyl]-1,2-difluorobenzene C(CCCC)[C@@H]1CC[C@H](CC1)[C@@H]1CC[C@H](CC1)C1=CC(=C(C=C1)F)F